pentakis(p-methoxyphenyl)phthalide COC1=CC=C(C=C1)C1=C(C(=C2C(OC(=O)C2=C1)(C1=CC=C(C=C1)OC)C1=CC=C(C=C1)OC)C1=CC=C(C=C1)OC)C1=CC=C(C=C1)OC